NCC=1C(NC(=CC1C)C)=O 3-(Aminomethyl)-4,6-dimethylpyridin-2(1H)-one